C(CC)C1=CN=CNC1=O 5-propyl-1H-pyrimidin-6-one